CN1CCC(CC1)N1C(C=CC=C1)C=1C=NC(=NC1)N 5-(1-(methylpiperidin-4-yl)-pyridin-2-yl)pyrimidin-2-amine